6-(3-((1H-indazol-5-yl)amino)pyrrolidin-1-yl)-N-isopropyl-1H-indole-2-carboxamide N1N=CC2=CC(=CC=C12)NC1CN(CC1)C1=CC=C2C=C(NC2=C1)C(=O)NC(C)C